methyl-dodecyl-tetradecyl-[3-(dimethoxysilyl)propyl]ammonium chloride [Cl-].C[N+](CCC[SiH](OC)OC)(CCCCCCCCCCCCCC)CCCCCCCCCCCC